BrC1=CC=C(C=C1)/C(=C/C=O)/C#CC(C#CC1=CC=CC=C1)(C1=CC=CC=C1)O (Z)-3-(4-bromophenyl)-6-hydroxy-6,8-diphenyloct-2-en-4,7-diyne-1-al